ClC=1C=C(C=C(C1)S(=O)(=O)C)NC(=O)C1=CC=CC=2C=COC21 N-(3-chloro-5-(methylsulfonyl)phenyl)benzofuran-7-carboxamide